(S)-9-(1-(4-fluorophenyl)ethyl)-2-(2-isopropylphenyl)-7,9-dihydro-8H-purin-8-one FC1=CC=C(C=C1)[C@H](C)N1C2=NC(=NC=C2NC1=O)C1=C(C=CC=C1)C(C)C